1'-(difluoromethyl)-6-(4-fluoro-3-hydroxyphenoxy)-[2,3'-bipyridin]-6'(1'H)-one FC(N1C=C(C=CC1=O)C1=NC(=CC=C1)OC1=CC(=C(C=C1)F)O)F